benzodibenzothiophenyl-benzothiophene ethyl-2-cyano-3,3-diphenylacrylate C(C)OC(C(=C(C1=CC=CC=C1)C1=CC=CC=C1)C#N)=O.C1(=CC=CC2=C1C=1C3=C(SC1C=C2)C=2C=CC=CC2C=C3)C=3SC2=C(C3)C=CC=C2